COC[C@H]1N(CCN(C1)C=1C=CC=2N=CN=C(C2N1)NC1=CC(=C(C=C1)OC1=CC2=C(N(N=N2)C)C=C1)C)C(C=C)=O (S)-1-(2-(methoxymethyl)-4-(4-((3-methyl-4-((1-methyl-1H-benzo[d][1,2,3]triazol-5-yl)oxy)phenyl)amino)pyrido[3,2-d]pyrimidin-6-yl)piperazin-1-yl)prop-2-en-1-one